ClC1=C(C=C(C(=O)N2CCCC23CCN(CC3)C(=O)N3N=C(C=C3)NC(C)=O)C=C1)C1CC1 N-(1-(1-(4-chloro-3-cyclopropylbenzoyl)-1,8-diazaspiro[4.5]decane-8-carbonyl)-1H-pyrazol-3-yl)acetamide